C(C)(C)(C)OC(=O)N1CC(C1)(C)N1CCC(CC1)C=O 3-(4-formylpiperidin-1-yl)-3-methylazetidine-1-carboxylic acid tert-butyl ester